CNC=1C=2C(=C3C(=NC2N=C(C1)N[C@H]1CN(CC1)C)CCC3)C (R)-N4,5-dimethyl-N2-(1-methylpyrrolidin-3-yl)-7,8-dihydro-6H-cyclopenta[b][1,8]naphthyridine-2,4-diamine